CN1N=CC(=C1)C(=O)OC[C@](CCCC)(C)NC(=O)OC(C)(C)C (R)-2-((tert-butoxycarbonyl) amino)-2-methylhexyl 1-methyl-1H-pyrazole-4-carboxylate